ClC1=NC(=CC(=C1)C1=C(N=C(S1)NC(=O)N1[C@@H]2CN[C@H](C1)C2)C2=CC(=CC=C2)C#N)C (1S,4S)-N-[5-(2-Chloro-6-methyl-4-pyridyl)-4-(3-cyanophenyl)thiazol-2-yl]-2,5-diazabicyclo[2.2.1]heptan-2-carboxamid